ClC=1C(=NC=CC1C=1C(=C(C=CC1)NC(C1=C(C=C(C=C1)CNCCO)F)=O)C)C1=CC(=C(C=C1)CNC[C@@H]1NC(CC1)=O)OC (R)-N-(3-(3-chloro-2-(3-methoxy-4-((((5-oxopyrrolidin-2-yl)methyl)amino)methyl)phenyl)pyridin-4-yl)-2-methylphenyl)-2-fluoro-4-(((2-hydroxyethyl)amino)methyl)benzamide